methyl (S)-5-(4-((2S,4S)-2-((difluoromethoxy) methyl)-4-(4-(trifluoromethyl) phenoxy)pyrrolidin-1-yl)benzoylamino)-5-(4-(ethylsulfonyl) phenyl)valerate FC(OC[C@H]1N(C[C@H](C1)OC1=CC=C(C=C1)C(F)(F)F)C1=CC=C(C(=O)N[C@@H](CCCC(=O)OC)C2=CC=C(C=C2)S(=O)(=O)CC)C=C1)F